1-(2-chlorophenyl)-7-cyclopropyl-4-((6-methylpyridin-3-yl)amino)quinazolin-2(1H)-one ClC1=C(C=CC=C1)N1C(N=C(C2=CC=C(C=C12)C1CC1)NC=1C=NC(=CC1)C)=O